(S)-N-Benzyl-2-(1-(cyclohexylsulfonyl)piperidin-2-yl)-5-methyloxazole-4-carboxamide C(C1=CC=CC=C1)NC(=O)C=1N=C(OC1C)[C@H]1N(CCCC1)S(=O)(=O)C1CCCCC1